NC=1C=C(C=CC1)C=1C2=C(C(=NC1)OC)N=C(S2)NC(=O)N2CC1(CC2)CCOCC1 N-[7-(3-aminophenyl)-4-methoxy-[1,3]thiazolo[4,5-c]pyridin-2-yl]-8-oxa-2-azaspiro[4.5]decane-2-carboxamide